3'-[methylenebis(11H-indeno[1,2-b]quinoline-11,11-diyl)] dipropionate C(CC)(=O)OC1(C2=CC=CC=C2C2=NC=3C=CC=CC3C=C21)CC2(C1=CC=CC=C1C1=NC=3C=CC=CC3C=C12)OC(CC)=O